OC1=C(C=CC(=C1)OCOC)C(\C=C\C1=CC(=C(C=C1)OC)OCOC)=O (E)-1-(2-hydroxy-4-(methoxymethoxy)phenyl)-3-(4-methoxy-3-(methoxymethoxy)phenyl)prop-2-en-1-one